N1=CC=NC2=CC(=CC=C12)C(=O)O quinoxaline-6-carboxylic acid